ClC1=C(C=NC(=C1)Cl)C(=O)NC 4,6-dichloro-N-methylpyridine-3-carboxamide